(3R,4R)-4-methyltetrahydrofuran-3-ol C[C@H]1[C@H](COC1)O